OC1CC(NC1)C(=O)NCC1=CC=C(C=C1)C1=CC=NN1 4-hydroxy-N-{[4-(1H-pyrazol-5-yl)phenyl]methyl}pyrrolidine-2-carboxamide